FC=1C(=C(C=CC1F)C1C(OC(C1C)(C)C(F)F)C(=O)O)OC 3-(3,4-difluoro-2-methoxy-phenyl)-5-(difluoromethyl)-4,5-dimethyl-tetrahydrofuran-2-carboxylic acid